CP(=O)(C)C1=CC=C(C=C1)C=1C(=NC=CC1)SC1=CC=C(C=C1)C(F)(F)F 3-(4-dimethylphosphorylphenyl)-2-[4-(trifluoromethyl)phenyl]sulfanyl-pyridine